C1(CCC1)N1N=CC(=C1)C1=C(C(=O)O)C=C(C=C1)NC(=O)C1(CC1)C1=CC(=C(C=C1)C(F)(F)F)F 2-(1-Cyclobutyl-1H-pyrazol-4-yl)-5-[({1-[3-fluoro-4-(trifluoromethyl)phenyl]cyclopropyl}carbonyl)amino]benzoic acid